C(CCCCC(C)C)OC(C(=C(C1=CC=CC=C1)C1=CC=CC=C1)C#N)=O 2-cyano-3,3-diphenylacrylic acid isooctyl ester